1-(4-(trifluoromethyl)benzyl)-1H-1,2,3-triazole-4-carboxylic acid FC(C1=CC=C(CN2N=NC(=C2)C(=O)O)C=C1)(F)F